N-[(1R)-1-[4-Benzyloxy-3-(1-methylpyrazol-4-yl)phenyl]ethyl]-2-methyl-5-(4-methylpiperazin-1-yl)benzamide C(C1=CC=CC=C1)OC1=C(C=C(C=C1)[C@@H](C)NC(C1=C(C=CC(=C1)N1CCN(CC1)C)C)=O)C=1C=NN(C1)C